C(C=C)N1N(C2=NC(=NC=C2C1=O)SC)C1=NC(=CC(=C1)OCOC)C(C)(C)O 2-allyl-1-(6-(2-hydroxypropan-2-yl)-4-(methoxymethoxy)pyridin-2-yl)-6-methylsulfanyl-1,2-dihydro-3H-pyrazolo[3,4-d]pyrimidin-3-one